N=1N(N=C2C1C=CC=C2)C2=C(C(=CC(=C2)C(C)(C)CC)C(C)(C)CC)O 2-(2H-benzotriazole-2-yl)-4,6-di-tertiary amyl-phenol